C(CCNC(=O)O)C[C@@H](C(=O)O)N The molecule is an L-lysine derivative consisting of L-lysine carrying a carboxy substituent at the N(6)-position. It is a non-proteinogenic L-alpha-amino acid and a L-lysine derivative.